C(#N)C=1C(=NC(=CC1C(F)(F)F)C1=CC(=C(C=C1)OC)OC)SC(C(=O)O)C1=CC=CC=C1 2-((3-cyano-6-(3,4-dimethoxyphenyl)-4-(trifluoromethyl)pyridin-2-yl)thio)-2-phenylacetic acid